NC[C@H](C#CC1=CC=C(C=C1)C1=CC=C(C=C1)O[C@H]1[C@@H](COC1)O)N1C(=NC=C1)[C@H](C)O (trans)-4-((4'-((S)-4-amino-3-(2-((S)-1-hydroxyethyl)-1H-imidazol-1-yl)but-1-yn-1-yl)-[1,1'-biphenyl]-4-yl)oxy)tetrahydrofuran-3-ol